C(=O)(O)CC[Si](O)(O)O carboxyethyl-silanetriol